C(C(C)C)(=O)OC1=C(C=NCCC2=CC=CC=C2)C=C(C=C1OC(C(C)C)=O)Cl N-(2,3-bis(isobutyryl-oxy)-5-chlorobenzylidene)-2-phenylethan-amine